BrCCCCCCCCCCCCCCC(=O)O 15-Bromopentadecanoic acid